CN1CCC(CC1)C1=NC=C(C=C1C1=CC(=NC=C1)C=1NC(=CN1)C1=CC=CC=C1)N (1-Methylpiperidin-4-yl)-2'-(5-phenyl-1H-imidazol-2-yl)-3,4'-bipyridin-5-amine